FC(C(=O)O)(F)F.C[C@H]1N[C@H](CC(C1)N(C=1SC2=C(N1)SC(=N2)C2=C(C=C(C=C2)C=2C=NNC2)O)C)C 2-(5-{[(2R,4s,6S)-2,6-Dimethylpiperidin-4-yl](methyl)amino}[1,3]thiazolo[5,4-d][1,3]thiazol-2-yl)-5-(1H-pyrazol-4-yl)phenol Trifluoroacetat